N-((2-(2,6-dioxopiperidin-3-yl)-1-oxoisoindolin-5-yl)methyl)-2-oxo-3-(4-(1-(trifluoromethyl)cyclopropyl)phenyl)propanamide O=C1NC(CCC1N1C(C2=CC=C(C=C2C1)CNC(C(CC1=CC=C(C=C1)C1(CC1)C(F)(F)F)=O)=O)=O)=O